1,7-dichlorononane ClCCCCCCC(CC)Cl